tert-butyl 6-((3-cyano-1-cyclopentyl-2-oxo-1,2-dihydro-1,6-naphthyridin-7-yl)amino)-3,4-dihydroisoquinoline-2(1H)-carboxylate C(#N)C=1C(N(C2=CC(=NC=C2C1)NC=1C=C2CCN(CC2=CC1)C(=O)OC(C)(C)C)C1CCCC1)=O